N-(5-methoxy-1,3,4-thiadiazol-2-yl)-4-(5-methoxy-1H-indazol-6-yl)-6-methylnicotinamide COC1=NN=C(S1)NC(C1=CN=C(C=C1C1=C(C=C2C=NNC2=C1)OC)C)=O